The molecule is the cationic form of a C3 cyanine dye having 3-ethyl-1,3-benzothiazol-2(3H)-yl units at each end. It has a role as a fluorochrome. It is a member of benzothiazoles, a cyanine dye and a benzothiazolium ion. CCN\\1C2=CC=CC=C2S/C1=C/C=C/C3=[N+](C4=CC=CC=C4S3)CC